2-(PYRIDINE-4-YL)PHENYLBORONIC ACID N1=CC=C(C=C1)C1=C(C=CC=C1)B(O)O